N-(2-((tert-butyl-dimethyl-silyl)oxy)ethyl)acrylamide C(C)(C)(C)[Si](OCCNC(C=C)=O)(C)C